IC1=C(C=2N(C=C1)C(=NN2)C2COCC2)OC 7-iodo-8-methoxy-3-(tetrahydrofuran-3-yl)-[1,2,4]triazolo[4,3-a]pyridine